FC(OC1=CC=C(C=C1)C1=CN=C2N1C=CN=C2NC2=CC(=C(C=C2)C(=O)N2CCC(CC2)C(=O)N2[C@@H]([C@H]([C@@H]([C@H](C2)O)O)O)CO)C)F [4-[[3-[4-(difluoromethoxy)phenyl]imidazo[1,2-a]pyrazin-8-yl]amino]-2-methylphenyl]-[4-[(2R,3R,4R,5S)-3,4,5-trihydroxy-2-(hydroxymethyl)piperidine-1-carbonyl]piperidin-1-yl]methanone